5-chloro-N-[3-[1-(4-chloro-1H-imidazol-2-yl)-5-fluoroimidazo[1,5-a]pyridin-6-yl]-2,4-difluorophenyl]-2-methoxypyridine-3-sulfonamide ClC=1C=C(C(=NC1)OC)S(=O)(=O)NC1=C(C(=C(C=C1)F)C=1C=CC=2N(C1F)C=NC2C=2NC=C(N2)Cl)F